C(C)(C)(C)OC(=O)NCC(CN)OC [3-(tert-butoxycarbonylamino)-2-methoxy-propyl]amine